FC1(CN(C[C@@H]1OC1=CC2=C(C=N1)C=NN2CC(F)(F)F)C2=CC(=NC(=C2)C=2C(NC(NC2)=O)=O)C#N)F (S)-4-(3,3-difluoro-4-((1-(2,2,2-trifluoroethyl)-1H-pyrazolo[4,3-c]pyridin-6-yl)oxy)pyrrolidin-1-yl)-6-(2,4-dioxo-1,2,3,4-tetrahydropyrimidin-5-yl)picolinonitrile